1-[2-[4-Acetamido-N-(3-thienylmethyl)anilino]-2-oxo-ethyl]benzimidazole-2-carboxamide C(C)(=O)NC1=CC=C(N(CC2=CSC=C2)C(CN2C(=NC3=C2C=CC=C3)C(=O)N)=O)C=C1